COCC(CO)NC1=NC=CC2=C1N=C(N=C2)NC2=C(C=C(C=C2)C=2C=NN(C2)C)OC 3-methoxy-2-((2-((2-methoxy-4-(1-methyl-1H-pyrazol-4-yl)phenyl)amino)pyrido[3,4-d]pyrimidin-8-yl)amino)propan-1-ol